N1C=CC2=C(C=CC=C12)C=CC(=O)C1=NC=CC=N1 3-(1H-indol-4-yl)-1-(2-pyrimidinyl)-2-propen-1-one